C[C@H]1CCC(NC1)C=1C=C2CC3(C(NC2=CC1)=O)CC3 6'-((5S)-5-methylpiperidin-2-yl)-1',4'-dihydro-2'H-spiro[cyclopropane-1,3'-quinoline]-2'-one